1,3-bis(4-hydroxybutyl)-1,1,3,3-tetraMethyldisiloxane OCCCC[Si](O[Si](C)(C)CCCCO)(C)C